C(C)OC(=O)C1(N(CC=2C=CC=NC2C1)C(C)=O)C(=O)OCC 6-acetyl-5,6-dihydro-1,6-naphthyridine-7,7(8H)-dicarboxylic acid diethyl ester